2,5-Hexandiol CC(CCC(C)O)O